4-(dihydroxyboranyl)-3-methylbenzoic acid OB(C1=C(C=C(C(=O)O)C=C1)C)O